1-(4-chloro-2-cyanophenyl)-4-[6-(2-methoxyphenyl)pyridin-3-yl]-N-[(3S)-1-methylpyrrolidin-3-yl]piperidine-4-carboxamide ClC1=CC(=C(C=C1)N1CCC(CC1)(C(=O)N[C@@H]1CN(CC1)C)C=1C=NC(=CC1)C1=C(C=CC=C1)OC)C#N